COC=1C=C(CN(C=2SC(=C(N2)C)CN2CCOCC2)CC2=CC=C3C=CC=NC3=C2)C=CC1 N-(3-methoxybenzyl)-4-methyl-5-(morpholinomethyl)-N-(quinolin-7-ylmethyl)thiazol-2-amine